O=C1C(=CN=C(N1CC(=O)OC)C1=CC=CC=C1)NC(=O)C=1OC(=CN1)C1=CC=CC=C1 methyl 2-(6-oxo-2-phenyl-5-(5-phenyloxazole-2-carboxamido) pyrimidin-1(6H)-yl)acetate